N1N=NC2=C1C=CC=C2.[NH4+] ammonium benzotriazol salt